Methyl 4-((4-((2-(dimethylphosphoryl)phenyl)amino)-5-(trifluoromethyl)pyrimidin-2-yl)amino)-2-cyanobenzoate CP(=O)(C)C1=C(C=CC=C1)NC1=NC(=NC=C1C(F)(F)F)NC1=CC(=C(C(=O)OC)C=C1)C#N